FC(OC1=CC=C(C=C1)C=1CC(C(NN1)=O)C(=O)OC)F methyl 6-[4-(difluoromethoxy) phenyl]-3-oxo-2,3,4,5-tetrahydropyridazine-4-carboxylate